N'-(5-difluoromethyl-2-methyl-4-(3-trimethylsilyl-propoxy)-phenyl)-N-ethyl-N-methylformamidine FC(C=1C(=CC(=C(C1)N=CN(C)CC)C)OCCC[Si](C)(C)C)F